2-fluoro-1-(3-(6-fluoro-3-(4-(trifluoromethyl)phenyl)-1H-pyrazolo[4,3-b]pyridin-1-yl)azetidin-1-yl)prop-2-en-1-one FC(C(=O)N1CC(C1)N1N=C(C2=NC=C(C=C21)F)C2=CC=C(C=C2)C(F)(F)F)=C